ClC=1C(=NC=C(C1)C1=CC=C(C=C1)N1C[C@H](OCC1)C)N (R)-3-chloro-5-(4-(2-methylmorpholino)phenyl)pyridin-2-amine